tert-butyl 9-(2-{2-[2-(2-{[2-(2,6-dioxopiperidin-3-yl)-1-oxo-2,3-dihydro-1H-isoindol-4-yl]amino}ethoxy)ethoxy]ethoxy}ethyl)-3,9-diazaspiro[5.5]undecane-3-carboxylate O=C1NC(CCC1N1C(C2=CC=CC(=C2C1)NCCOCCOCCOCCN1CCC2(CCN(CC2)C(=O)OC(C)(C)C)CC1)=O)=O